(S)-tert-butyl ((6-(2-chloro-3-(1-(4-formyl-3,5-dimethoxyphenyl)-1H-indazol-4-yl)phenyl)-2-methoxypyridin-3-yl)methyl)((5-oxopyrrolidin-2-yl)methyl)carbamate ClC1=C(C=CC=C1C1=C2C=NN(C2=CC=C1)C1=CC(=C(C(=C1)OC)C=O)OC)C1=CC=C(C(=N1)OC)CN(C(OC(C)(C)C)=O)C[C@H]1NC(CC1)=O